(4RS,6S)-2-bromo-4,6-dimethyl-4,5,6,7-tetrahydropyrazolo[1,5-a]pyrazine BrC1=NN2C([C@H](N[C@H](C2)C)C)=C1 |&1:5|